NCC=1C=C(C=CC1)C1=CC(=CC=2N=C(OC21)N(C)C)C(=O)NC2=C(C=CC=C2)CC(=O)OCC ethyl 2-(2-(7-(3-(aminomethyl)phenyl)-2-(dimethylamino)benzo[d]oxazole-5-carboxamido)phenyl)acetate